C=1N=C(N2C1COCC2)S(=O)(=O)Cl 5,6-Dihydro-8H-imidazo[5,1-c][1,4]oxazine-3-sulfonyl chloride